r-butyl dicarbonate C(=O)(OCCCC)OC(=O)[O-]